N-(5-(5-acetamido-1H-pyrazol-1-yl)-1,3,4-thiadiazol-2-yl)-3-(2-methoxyethoxy)-4-(3-methoxypyridin-2-yl)-2-oxo-2H-pyran-6-carboxamide C(C)(=O)NC1=CC=NN1C1=NN=C(S1)NC(=O)C1=CC(=C(C(O1)=O)OCCOC)C1=NC=CC=C1OC